2-{4-[5-chloro-2-(3-methyl-1,2,4-oxadiazol-5-yl)phenyl]-5-methoxy-2-oxopyridin-1(2H)-yl}-4-methoxybutyric acid ClC=1C=CC(=C(C1)C1=CC(N(C=C1OC)C(C(=O)O)CCOC)=O)C1=NC(=NO1)C